4,5-dimethylpyrazole phosphate P(=O)(O)(O)O.CC=1C=NNC1C